1-(1-(3-chloro-5-{[4-(4-chlorothien-2-yl)-5-(4-cyclohexylpiperazin-1-yl)thiazol-2-yl]carbamoyl}pyridin-2-yl)piperidine-4-carbonyl)piperidine-4-carboxylic acid ClC=1C(=NC=C(C1)C(NC=1SC(=C(N1)C=1SC=C(C1)Cl)N1CCN(CC1)C1CCCCC1)=O)N1CCC(CC1)C(=O)N1CCC(CC1)C(=O)O